[O-2].[Cr+3].[O-2].[O-2].[Cr+3] Chromium(III) oxide